ethyl-5,5-dimethyl-2-[p-(2-pyrimidinyloxy) benzoylamino]-3-hexenoate C(C)OC(C(C=CC(C)(C)C)NC(C1=CC=C(C=C1)OC1=NC=CC=N1)=O)=O